C(C)(C)(C)OC(=O)N1C(C(CCC1)=O)CC1=C(C(=CC=C1)C1=C(C=CC=C1)OCCC(=O)OC(C)(C)C)F 2-[[3-[2-(3-tert-butoxy-3-oxo-propoxy)phenyl]-2-fluoro-phenyl]methyl]-3-oxo-piperidine-1-carboxylic acid tert-butyl ester